2-[2-fluoro-4-(3-fluorophenoxy)phenyl]-4,4,5,5-tetramethyl-1,3,2-dioxaborolan FC1=C(C=CC(=C1)OC1=CC(=CC=C1)F)B1OC(C(O1)(C)C)(C)C